bis[4-(4-amino-α,α-dimethylbenzyl)phenoxy]benzophenone NC1=CC=C(C(C)(C)C2=CC=C(OC=3C(=C(C(=O)C4=CC=CC=C4)C=CC3)OC3=CC=C(C=C3)C(C3=CC=C(C=C3)N)(C)C)C=C2)C=C1